2-((((1,3-bis(phenylthio)propan-2-yl)oxy)carbonyl)amino)ethanol C1(=CC=CC=C1)SCC(CSC1=CC=CC=C1)OC(=O)NCCO